ClC=1C=CC(=C(C1)C=1C(=CC=C(C1)C)C(=O)NC=1SC=2C(=NC=C(N2)C2=CC=C(C=C2)C#N)N1)OC 5'-chloro-N-(6-(4-cyanophenyl)thiazolo[4,5-b]pyrazin-2-yl)-2'-methoxy-5-methyl-[1,1'-biphenyl]-2-carboxamide